1-fluoro-4-iodo-2-(trifluoromethyl)benzene FC1=C(C=C(C=C1)I)C(F)(F)F